ethyl 2-chloro-6-[2-(1-cyclopropylpyrazol-4-yl) morpholin-4-yl]pyridine-4-carboxylate ClC1=NC(=CC(=C1)C(=O)OCC)N1CC(OCC1)C=1C=NN(C1)C1CC1